C(C)(C)(C)OC(N[C@H]1CN(C[C@@H](C1)F)C1C(CC(C1)C1=CC=C(C=C1)F)N1N=CC=C1)=O (3R,5R)-5-fluoro-1-(4-(4-fluorophenyl)-2-(1H-pyrazol-1-yl)cyclopentyl)piperidin-3-ylcarbamic acid tert-butyl ester